ClC=1C(=C(NC=2C3=C(N=CN2)C=CC(=N3)O[C@@H]3CN(CC3)C(C=C)=O)C=CC1OCC1(CCC1)F)F 1-[(3S)-3-[4-[3-Chloro-2-fluoro-4-[(1-fluorocyclobutyl)methoxy]anilino]pyrido[3,2-d]pyrimidin-6-yl]oxypyrrolidin-1-yl]prop-2-en-1-one